tert-butyl (R)-2-chloro-4-(2-methylazepan-1-yl)-5,7-dihydro-6H-pyrrolo[3,4-d]pyrimidine-6-carboxylate ClC=1N=C(C2=C(N1)CN(C2)C(=O)OC(C)(C)C)N2[C@@H](CCCCC2)C